pyridine-trihydrofluoride F.F.F.N1=CC=CC=C1